methyl 2,6-dibenzyloxy-3-iodobenzoate C(C1=CC=CC=C1)OC1=C(C(=O)OC)C(=CC=C1I)OCC1=CC=CC=C1